N-(6-amino-5-ethyl-3-pyridyl)-2-[(2R,5S)-2-[2-[(1S)-1-(dimethylamino)ethyl]-1,3-benzothiazol-5-yl]-5-methyl-1-piperidyl]-2-oxo-acetamide NC1=C(C=C(C=N1)NC(C(=O)N1[C@H](CC[C@@H](C1)C)C=1C=CC2=C(N=C(S2)[C@H](C)N(C)C)C1)=O)CC